FC(C=1N=C(OC1C(=O)N1[C@@H](C2=C(CC1)NC=N2)C2=NN1C(C=CC=C1C)=C2)C2(CC2)O)F (S)-(4-(difluoromethyl)-2-(1-hydroxycyclopropyl)oxazol-5-yl)(4-(7-methylpyrazolo[1,5-a]pyridin-2-yl)-6,7-dihydro-1H-imidazo[4,5-c]pyridin-5(4H)-yl)methanone